(benzylamino)-8-chloro-10-fluoro-12H-benzothiopyrano[2,3-c]Quinolin-12-one C(C1=CC=CC=C1)NC1=C2C3=C(C=NC2=CC=C1)SC1=C(C3=O)C=C(C=C1Cl)F